BrC=1N(C(=C(N1)C(=O)OCC)C(O)C1=CC=C(C=C1)Cl)CCCCO[Si](C1=CC=CC=C1)(C1=CC=CC=C1)C(C)(C)C ethyl 2-bromo-1-(4-((tert-butyldiphenylsilyl)oxy)butyl)-5-((4-chlorophenyl)(hydroxy)methyl)-1H-imidazole-4-carboxylate